hexylperoxyisopropyl monocarbonate C(OC(C)(C)OOCCCCCC)([O-])=O